3-(5-(4-((4-methyl-1,4-diazepan-1-yl)methyl)pyridin-2-yl)-1-oxoisoindolin-2-yl)piperidine-2,6-dione CN1CCN(CCC1)CC1=CC(=NC=C1)C=1C=C2CN(C(C2=CC1)=O)C1C(NC(CC1)=O)=O